3-chloro-6-fluoroquinoxaline-2-carboxylic acid ethyl ester C(C)OC(=O)C1=NC2=CC=C(C=C2N=C1Cl)F